NC1(CC1C=1C=CC(=C(C1)NC(=O)[C@@H]1N(C[C@@H](C1)O)C(=O)NC1=CC=C(C=C1)C)F)C1=CC(=CC=C1)C#N (2R,4R)-N2-(5-((+)-1-amino-1-(3-cyanophenyl)-3-cyclopropyl)-2-fluorophenyl)-4-hydroxy-N1-p-tolylpyrrolidine-1,2-dicarboxamide